di-tert-butyl 2-chloro-6a,7,9,10-tetrahydro-5H-pyrazino[1',2':4,5]pyrazino[2,3-c]pyridazine-5,8(6H)-dicarboxylate ClC=1C=C2C(=NN1)N(CC1N2CCN(C1)C(=O)OC(C)(C)C)C(=O)OC(C)(C)C